ClC1=C(C(=O)N[C@H](C(=O)O)CNC(CNC(C2=CC(=CC=C2)NC=2NC=CN2)=O)=O)C(=CC=C1)Cl (2S)-2-[(2,6-dichlorobenzoyl)amino]-3-[[2-[[3-(1H-imidazol-2-ylamino)benzoyl]amino]acetyl]amino]propanoic acid